(Z)-N-(4-methoxyphenyl)-1-(o-tolyl)-2-(2,3,4-trimethylcyclopenta-1,3-dien-1-yl)ethan-1-imine COC1=CC=C(C=C1)\N=C(\CC1=C(C(=C(C1)C)C)C)/C1=C(C=CC=C1)C